6-((4-hydroxy-1-((R)-3-phenylbutyryl)piperidin-4-yl)methyl)-3-(1-(methylamino)-2,3-dihydro-1H-inden-5-yl)isothiazolo[4,3-d]pyrimidin-7(6H)-one OC1(CCN(CC1)C(C[C@@H](C)C1=CC=CC=C1)=O)CN1C=NC=2C(C1=O)=NSC2C=2C=C1CCC(C1=CC2)NC